C(C)(C)(C)OC(=O)N1CC2(CC2)C(C1CC1=C(C(=CC=C1)Br)F)=O 6-(3-bromo-2-fluorobenzyl)-7-oxo-5-azaspiro[2.4]heptane-5-carboxylic acid tert-butyl ester